2-Ethyl-4-(hydroxymethyl)pyrazolo[1,5-a]pyridine-3-carboxylic acid C(C)C1=NN2C(C(=CC=C2)CO)=C1C(=O)O